COCCOC1=CC=C(C=C1)C=1C=C2CC3(C(C2=CC1)NC(O[C@@H]1CN2CCC1CC2)=O)CC3 (S)-quinuclidin-3-yl (5'-(4-(2-methoxyethoxy)phenyl)-1',3'-dihydrospiro[cyclopropane-1,2'-inden]-1'-yl)carbamat